[Br-].C(C)O[Si](CCCOC1=C(C=C(C=C1)O)[P+](CCCC)(CCCC)CCCC)(OCC)OCC (2-[3-(triethoxysilyl)propoxy]-5-hydroxyphenyl)tri(n-butyl)phosphonium bromide